[Si](C1=CC=CC=C1)(C1=CC=CC=C1)(C(C)(C)C)OCCCCCOC=1C=C(N)C=CC1N1CCN(CC1)C 3-({5-[(tert-butyldiphenylsilyl)oxy]pentyl}oxy)-4-(4-methylpiperazin-1-yl)aniline